IC1=CC=C(C=C1)N1C2=CC=CC=C2C=2C=CC=CC12 9-(4-iodophenyl)-carbazole